(4-(1-(5-(6-((5,6-difluoro-2,3-dihydro-1H-inden-2-yl)amino)pyridine-3-yl)-1,3,4-oxadiazol-2-yl)azetidin-3-yl)-1H-1,2,3-triazol-1-yl)methyl pivalate C(C(C)(C)C)(=O)OCN1N=NC(=C1)C1CN(C1)C=1OC(=NN1)C=1C=NC(=CC1)NC1CC2=CC(=C(C=C2C1)F)F